5-hydroxy-2-methyl-2-(4-methylpent-3-en-1-yl)-7-pentyl-N-(piperidin-1-yl)-2H-chromen-6-carboxamide OC1=C2C=CC(OC2=CC(=C1C(=O)NN1CCCCC1)CCCCC)(CCC=C(C)C)C